4-(4-Propenoylpiperazin-1-yl)-2-(3-(1-(dimethylamino)ethyl)phenyl)-8-(2-fluoro-6-hydroxyphenoxy)quinoline-3-carbonitrile C(C=C)(=O)N1CCN(CC1)C1=C(C(=NC2=C(C=CC=C12)OC1=C(C=CC=C1O)F)C1=CC(=CC=C1)C(C)N(C)C)C#N